3,4,5,5a,6,6a-hexahydrocyclopropa[e]indazole C1=NNC=2CCC3C(C12)C3